CC=1C=C(OCCN2CCN(CC2)S(=O)(=O)C=2C=C3C(C(NC3=CC2)=O)=O)C=CC1 5-((4-(2-(3-methylphenoxy)ethyl)piperazin-1-yl)sulfonyl)indoline-2,3-dione